C1(CCCCC1)C1(CCC1)O 1-cyclohexylcyclobutan-1-ol